(3s,4r)-4-(2,6-difluoro-4-methoxyphenyl)-3-[(5-phenyl-1,3,4-oxadiazol-2-yl)amino]pyrrolidin-2-one FC1=C(C(=CC(=C1)OC)F)[C@H]1[C@@H](C(NC1)=O)NC=1OC(=NN1)C1=CC=CC=C1